3-(trifluoromethyl)phenyl-1,3,8-triazaspiro[4.5]decan-4-one FC(C=1C=C(C=CC1)N1CNC(C12CCNCC2)=O)(F)F